tert-Butyl 2-(4-(3-phenyl-5,6-dihydroimidazo[1,2-d]pyrido[4,3-f][1,4]oxazepin-2-yl)benzyl)-2,7-diazaspiro[3.5]nonane-7-carboxylate C1(=CC=CC=C1)C1=C(N=C2N1CCOC1=C2C=CN=C1)C1=CC=C(CN2CC3(C2)CCN(CC3)C(=O)OC(C)(C)C)C=C1